2,2'-o-phenylenebis(2-oxazoline) C1(=C(C=CC=C1)C=1OCCN1)C=1OCCN1